C(C)(=O)C1=NN(C2=CC(=CC=C12)O[Si](C)(C)C(C)(C)C)CC(=O)OC(C)(C)C tert-Butyl 2-{3-Acetyl-6-[(tert-butyldimethylsilyl)oxy]indazol-1-yl}acetate